C(C)(C)(C)OC(=O)N1C[C@@H](C=2C3=C(C(NC2C1)=O)C=C(C(=C3)F)F)NC |r| rac-8,9-difluoro-1-(methylamino)-6-oxo-1,4,5,6-tetrahydrobenzo[c][1,7]naphthyridin-3(2H)-carboxylic acid tert-butyl ester